O[C@@H]1C[C@@H](CCC1)NC1=NC(=NC=C1C(=O)N)S(=O)(=O)C 4-((1r,3s)-3-hydroxycyclohexylamino)-2-(methylsulfonyl)pyrimidine-5-carboxamide